C(C1=CC=CC=C1)[C@@](CC(C)(C)C)(C)NC(=O)C=1C=NC2=C(C=CC=C2C1)F N-[(1S)-1-benzyl-1,3,3-trimethyl-butyl]-8-fluoro-quinoline-3-carboxamide